C(C=O)(=O)OCC (E)-ethyl glyoxylate